3-(((1r,4r)-4-(4-bromo-3-methylphenoxy)cyclohexyl)oxy)propanal BrC1=C(C=C(OC2CCC(CC2)OCCC=O)C=C1)C